C1N(CC12OCCC2)CC=2C=CC(=NC2OC)C=2C(=C(C=CC2)C2=C(C(=CC=C2)NC(=O)C=2N(C1=C(CN(CC1)C)N2)C)Cl)Cl N-(3'-(5-((5-oxa-2-azaspiro[3.4]octan-2-yl)methyl)-6-methoxypyridin-2-yl)-2,2'-dichloro-[1,1'-biphenyl]-3-yl)-1,5-dimethyl-4,5,6,7-tetrahydro-1H-imidazo[4,5-c]pyridine-2-carboxamide